myristylsulphone C(CCCCCCCCCCCCC)S(=O)(=O)CCCCCCCCCCCCCC